N-(3-((3-(9H-purin-6-yl)pyridin-2-yl)amino)-4,5-dimethylphenyl)-4-(trifluoromethyl)picolinamide N1=CN=C2NC=NC2=C1C=1C(=NC=CC1)NC=1C=C(C=C(C1C)C)NC(C1=NC=CC(=C1)C(F)(F)F)=O